(1S,2S,3R,5R)-2-fluoro-3-(6-(2-(methoxymethoxy)-4-(1H-pyrazol-1-yl)phenyl)pyridazin-3-yloxy)-8-azabicyclo[3.2.1]octane-8-carboxylic acid tert-butyl ester C(C)(C)(C)OC(=O)N1[C@@H]2[C@@H]([C@@H](C[C@H]1CC2)OC=2N=NC(=CC2)C2=C(C=C(C=C2)N2N=CC=C2)OCOC)F